dimethyl-(3-hydroxydodecyl)sulfopropylammonium C[N+](CCCS(=O)(=O)O)(CCC(CCCCCCCCC)O)C